F[C@@H]1C[C@H](N(C1)C(=O)OC(C)(C)C)C(N[C@@H](C1=CC=CC=C1)C1=CC(=C(C=C1)C(C)C)F)=O tert-butyl (2S,4R)-4-fluoro-2-(((S)-(3-fluoro-4-isopropylphenyl)(phenyl)methyl)carbamoyl)pyrrolidine-1-carboxylate